1-(4-Methoxyphenyl)-1H-benzo[d]imidazole COC1=CC=C(C=C1)N1C=NC2=C1C=CC=C2